2-[[(1R)-1-[3,6-Dimethyl-4-oxo-2-(3-pyridyl)chromen-8-yl]ethyl]amino]-N-methylsulfonyl-benzamide CC1=C(OC2=C(C=C(C=C2C1=O)C)[C@@H](C)NC1=C(C(=O)NS(=O)(=O)C)C=CC=C1)C=1C=NC=CC1